3-(1-((tert-butoxy)Carbonyl)piperidin-4-yl)propanoic acid C(C)(C)(C)OC(=O)N1CCC(CC1)CCC(=O)O